FC1=CC2=C(N(C(N=C2N2CCC(CC2)NC(=S)NCCC)=O)C=2C(=NC=CC2C)C(C)C)N=C1C1=C(C=CC=C1)F 1-(1-(6-fluoro-7-(2-fluorophenyl)-1-(2-isopropyl-4-methylpyridin-3-yl)-2-oxo-1,2-dihydropyrido[2,3-d]pyrimidin-4-yl)piperidin-4-yl)-3-propylthiourea